5-chloro-2-(difluoromethoxy)nicotinohydrazide ClC=1C=NC(=C(C(=O)NN)C1)OC(F)F